ClC=1C=CC(=C2C=CN(C(C12)=O)C)OC1CC2(CN(C2)CCOC2=CC=3N(C=C2)C=NN3)C1 8-chloro-2-methyl-5-[[2-[2-([1,2,4]triazolo[4,3-a]pyridin-7-yloxy)ethyl]-2-azaspiro[3.3]heptan-6-yl]oxy]isoquinolin-1-one